2-[4-[(6-oxo-3-pyrazol-1-ylpyridazin-1-yl)methyl]piperidin-1-yl]pyridine-3-carbonitrile O=C1C=CC(=NN1CC1CCN(CC1)C1=NC=CC=C1C#N)N1N=CC=C1